Cl.COC(=O)[C@@H]1NC[C@@H](C1)NC1=CC(=C(C=C1)OC(F)F)OCC1CC1 (2R,4R)-4-((3-(cyclopropylmethoxy)-4-(difluoromethoxy)phenyl)amino)pyrrolidine-2-carboxylic acid methyl ester hydrochloride